CN(CCN(C=1C(=CC(=C(C1)OC)NC1=NC=C(C(=N1)C=1C=C(C=2N(C1)C(=C(N2)C)C(=C)C)F)F)N)C)C N1-(2-(dimethylamino)ethyl)-N4-(5-fluoro-4-(8-fluoro-2-methyl-3-(prop-1-en-2-yl)imidazo[1,2-a]pyridine-6-yl)pyrimidin-2-yl)-5-methoxy-N1-methylbenzene-1,2,4-triamine